COC1=CC=C(C=C1)N=C=O 4-methoxyphenyl isocyanate